3-amino-2-[4-(trifluoromethyl)phenyl]methylpropanamide NCC(C(=O)N)CC1=CC=C(C=C1)C(F)(F)F